C(C1=CC=CC=C1)NCCCCOC1=CC=C2C=C(C(OC2=C1)=NO)C(C)=O 7-(4-benzylaminobutoxy)-3-acetylcoumarin oxime